O[C@@H](CC(=O)O)CCCCC (R)-3-Hydroxyoctanoic acid